(R)-7-bromo-2-methyl-4-((S)-1-(3-(trifluoromethoxy)phenyl)ethyl)-2H-benzo[b][1,4]oxazin-3(4H)-one BrC=1C=CC2=C(O[C@@H](C(N2[C@@H](C)C2=CC(=CC=C2)OC(F)(F)F)=O)C)C1